COC=1C=C2C(=NC=NC2=CC1OC)OC1=CC(=C(C=C1)C1C=2N(CCC1)N(C(C2C(=O)N)=O)C2=CC=C(C=C2)F)F (4-((6,7-dimethoxyquinazolin-4-yl)oxy)-2-fluorophenyl)-1-(4-fluorophenyl)-2-oxo-1,2,4,5,6,7-hexahydropyrazolo[1,5-a]pyridine-3-carboxamide